1-(((S)-7-((R)-3-cyclohexyl-2-methylpropanoyl)-10-hydroxy-7-azaspiro[4.5]decan-10-yl)methyl)-6-oxo-4-phenyl-1,6-dihydropyridine-3-carboxylic acid ethyl ester C(C)OC(=O)C1=CN(C(C=C1C1=CC=CC=C1)=O)C[C@@]1(CCN(CC12CCCC2)C([C@@H](CC2CCCCC2)C)=O)O